[1-[[(1R,2R)-2-[(2-isopropyl-2-methyl-chroman-4-yl)carbamoyl]cyclopropyl]methyl]-4,4-dimethyl-6-oxo-hexahydropyrimidin-2-ylidene]ammonium C(C)(C)C1(OC2=CC=CC=C2C(C1)NC(=O)[C@H]1[C@@H](C1)CN1C(NC(CC1=O)(C)C)=[NH2+])C